rac-1-((2-(2,6-Dioxopiperidin-3-yl)-1-oxoisoindolin-5-yl)methyl)-3-(4-(((1s,4s)-4-(hydroxymethyl)cyclohexyl)oxy)phenyl)urea O=C1NC(CC[C@H]1N1C(C2=CC=C(C=C2C1)CNC(=O)NC1=CC=C(C=C1)OC1CCC(CC1)CO)=O)=O |r|